BrC=1N=C(C=2N(C1)C=CN2)C2=C(C=C(C=C2)C(F)(F)F)F 6-bromo-8-(2-fluoro-4-(trifluoromethyl)phenyl)imidazo[1,2-a]pyrazine